octyl 3,5-diaminobenzoate NC=1C=C(C(=O)OCCCCCCCC)C=C(C1)N